C[C@@H]1O[C@@H](CN(C1)CC1=CC=CC(=N1)C1=NC2=CC(=NC=C2C=C1)CNC(C1=CC(=C(C=C1)C)S(=O)(=O)C)=O)C N-((2-(6-(((cis)-2,6-dimethylmorpholino)methyl)pyridin-2-yl)-1,6-naphthyridin-7-yl)methyl)-4-methyl-3-(methylsulfonyl)benzamide